((S)-(perfluorophenoxy)(phenoxy)phosphoryl)-L-phenylalanine FC1=C(O[P@@](=O)(OC2=CC=CC=C2)N[C@@H](CC2=CC=CC=C2)C(=O)O)C(=C(C(=C1F)F)F)F